C(C1=CC(OC)=C(O)C(OC)=C1)(=O)OC1CC(CCC1C(C)C)C Menthyl syringate